OC(C)N1CN(CN(C1)O)O 1,3,5-Trihydroxyethyl-hexahydros-triazine